BrC=1C=C(C(=C(C1)NC(CC)=O)CO)F N-[5-bromo-3-fluoro-2-(hydroxymethyl)phenyl]propionamide